N[C@@]1(CN(CC1)C1=C(C=NC=C1C=1NC=2C(=NC=CC2C)N1)C=1C=C(C#N)C=CC1)C 3-{4-[(3S)-3-Amino-3-methylpyrrolidin-1-yl]-5-{7-methyl-1H-imidazo[4,5-b]pyridin-2-yl}pyridin-3-yl}-benzonitril